C[C@H]1N(CCN(C1)C)C(=O)OC=1C=C2C(=NC=NC2=CC1OC)OC=1C=C2C=C(NC2=C(C1)Cl)C 4-((7-chloro-2-methyl-1H-indol-5-yl) oxy)-7-methoxyquinazolin-6-yl (R)-2,4-dimethylpiperazine-1-carboxylate